FC1(CCC(CC1)NC(C(C=1C=NC=C(C1)F)N(C(=O)[C@H]1COC(CN1C(=O)OC(C)(C)C)(C)C)C1=CC=C(C=C1)S(F)(F)(F)(F)F)=O)F tert-butyl (5R)-5-[[2-[(4,4-difluorocyclohexyl)amino]-1-(5-fluoro-3-pyridyl)-2-oxo-ethyl]-[4-(pentafluoro-λ6-sulfanyl)phenyl]carbamoyl]-2,2-dimethyl-morpholine-4-carboxylate